N-((1,2,3,5,6,7-Hexahydro-s-indacen-4-yl)carbamoyl)-1-(3-hydroxypropyl)azetidine-3-sulfonamide, Potassium Salt [K].C1CCC2=C(C=3CCCC3C=C12)NC(=O)NS(=O)(=O)C1CN(C1)CCCO